2,3-dihydro-1,3-oxaazepin O1CNC=CC=C1